C(C)(C)(C)OC(=O)N1CC(C(CC1)=O)CCS(=O)C1=CC=CC=C1 4-oxo-3-(2-(phenylsulfinyl)ethyl)piperidine-1-carboxylic acid tert-butyl ester